C(CCCCCCC)NCCCCCN N-octylpentane-1,5-diamine